COC=1C=C(C=CC1OC)CC1=C(C=CC2=CC=CC=C12)OCCN(CC)CC [2-({1-[(3,4-dimethoxyphenyl)methyl]naphthalen-2-yl}oxy)ethyl]diethylamine